6-(2-(3-Chloro-2,4-difluorophenyl)-5,6-dihydro-4H-pyrrolo[1,2-b]pyrazol-3-yl)benzo[d]thiazole ClC=1C(=C(C=CC1F)C=1C(=C2N(N1)CCC2)C2=CC1=C(N=CS1)C=C2)F